5-((S)-3-amino-2-(cyclopropanesulfonamido)propanamido)-2-methyl-N-((R)-1-(naphthalen-1-yl)ethyl)benzamide NC[C@@H](C(=O)NC=1C=CC(=C(C(=O)N[C@H](C)C2=CC=CC3=CC=CC=C23)C1)C)NS(=O)(=O)C1CC1